C(C)OC(=O)C=1C(=NC(=C(C1Cl)C#N)C)Cl 2,4-dichloro-5-cyano-6-methyl-pyridine-3-carboxylic acid ethyl ester